N-(3-tetrahydrofuranyl)-aniline O1CC(CC1)NC1=CC=CC=C1